C1=CC=C2C=C(C(=CC=C12)O)O azulene-5,6-diol